C1(CCCC1)C1=CNC=2N=CN=C(C21)NC2CN(CCC2)C(C=C)=O 1-(3-((5-cyclopentyl-7H-pyrrolo[2,3-d]pyrimidin-4-yl)amino)piperidin-1-yl)prop-2-en-1-one